C1(CC1)/C(=C/C1=C(C=C(C=N1)C(=O)OC)[N+](=O)[O-])/C(=O)OCC methyl 6-[(1Z)-2-cyclopropyl-3-ethoxy-3-oxoprop-1-en-1-yl]-5-nitropyridine-3-carboxylate